neopentyl glycol diacrylate propionate C(CC)(=O)O.C(C=C)(=O)O.C(C=C)(=O)O.OCC(C)(CO)C